OC[C@@H]1N(C[C@@H](C1)NC)C(=O)OC(C)(C)C (2R,4R)-tert-butyl 2-(hydroxymethyl)-4-(methylamino)pyrrolidine-1-carboxylate